NC1=C(SC2=NC(=CC(=C21)C)C)C(=O)N[C@H]2COC1=C(C(=CC(=C1C2)F)N2CCNCC2)C#N (R)-3-amino-N-(8-cyano-5-fluoro-7-(piperazin-1-yl)chroman-3-yl)-4,6-dimethylthieno[2,3-b]pyridine-2-carboxamide